(Z)-3-(4-methoxybenzylidene)-2-(methyl-[2-pyridyl]amino)-5-(trifluoromethyl)isoindolin-1-one COC1=CC=C(\C=C\2/N(C(C3=CC=C(C=C23)C(F)(F)F)=O)N(C2=NC=CC=C2)C)C=C1